N-{2-[4-(1,3-benzoxazol-2-yl)-5-hydroxy-1-methyl-6-oxopyrimidin-2-yl]-3-cyclobutyl-1,3-benzodiazol-5-yl}acetamide O1C(=NC2=C1C=CC=C2)C=2N=C(N(C(C2O)=O)C)C=2N(C1=C(N2)C=CC(=C1)NC(C)=O)C1CCC1